1-methylpyridin-4(1H)-one CN1C=CC(C=C1)=O